rac-5-[4-amino-2-(N-(2-amino-1-methyl-2-oxoethyl)-4-fluoro-anilino)thiazole-5-carbonyl]-N-(cyclopropylmethyl)isoxazole-3-carboxamide NC=1N=C(SC1C(=O)C1=CC(=NO1)C(=O)NCC1CC1)N(C1=CC=C(C=C1)F)[C@@H](C(=O)N)C |r|